COC1=C(C(=NC(=N1)C1=NC=C(C=C1)C)OC1=CC=CC=C1)C(F)(F)F 6-methoxy-2-(5-methyl-2-pyridyl)-4-phenoxy-5-trifluoromethylpyrimidine